2''-bromo-7''-chlorodispiro[[1,3]dioxolane-2,1'-cyclohexane-4',1''-indene] BrC=1C2(C3=C(C=CC=C3C1)Cl)CCC1(CC2)OCCO1